FC=1C=CC2=C(N=C(O2)N(C=2OC3=C(N2)C=CC=C3)C)C1 N-(5-fluorobenzo[d]oxazol-2-yl)-N-methylbenzo[d]oxazol-2-amine